COC1=CC=C2C=C(C(OC2=C1)=O)C(=O)ON1C(CCC1=O)=O 7-Methoxycoumarin-3-carboxylic acid, succinimidyl ester